N-((1R)-3-cyano-3-azabicyclo[3.1.0]hexan-1-yl)-4-(4-((4-fluorophenyl)thio)pyridin-3-yl)benzamide C(#N)N1C[C@]2(CC2C1)NC(C1=CC=C(C=C1)C=1C=NC=CC1SC1=CC=C(C=C1)F)=O